CO[Si](CCCNCCC[Si](OC)(OC)OC)(OC)OC bis-(gamma-trimethoxysilylpropyl)amine